3-(6-cyclopropyl-7-methyl-1-oxoisoindolin-2-yl)piperidine-2,6-dione C1(CC1)C1=CC=C2CN(C(C2=C1C)=O)C1C(NC(CC1)=O)=O